(2S,4S)-4-Fluoro-1-(2-((S)-3-((7-fluorochinolin-5-yl)(methyl)amino)pyrrolidin-1-yl)acetyl)pyrrolidin-2-carbonitril F[C@H]1C[C@H](N(C1)C(CN1C[C@H](CC1)N(C)C1=C2C=CC=NC2=CC(=C1)F)=O)C#N